[Cl-].[Mn+2].C(C)C1=C2NC(=C1CC)C=C1C(=C(C(=N1)C=C1C(=C(C(N1)=CC=1C(=C(C(N1)=C2)CC)CC)CC)CC)CC)CC.[Cl-] 2,3,7,8,12,13,17,18-octaethyl-21H,23H-porphin manganese chloride